3-(methylamino)-1-(thiophen-2-yl)propanone CNCC(CC=1SC=CC1)=O